(2R)-2-[6-(5-chloro-2-{[(2S)-1-hydroxypropan-2-yl]amino}pyrimidin-4-yl)-1-oxo-2,3-dihydro-1H-isoindol-2-yl]-N-[(1S)-2-hydroxy-1-(3-methylphenyl)ethyl]propanamide ClC=1C(=NC(=NC1)N[C@H](CO)C)C1=CC=C2CN(C(C2=C1)=O)[C@@H](C(=O)N[C@H](CO)C1=CC(=CC=C1)C)C